C(CCCCC(=O)OCCC#CCCCC)(=O)OCC(COC(CCC(OCCCC\C=C/CC)OCCCC\C=C/CC)=O)COC(=O)OCC1CN(CCC1)CC 3-((4,4-bis(((Z)-oct-5-en-1-yl)oxy)butanoyl)oxy)-2-(((((1-ethylpiperidin-3-yl)methoxy)carbonyl)oxy)methyl)propyl oct-3-yn-1-yl adipate